C(C)N1C[C@@H](CCC1)NC=1C(N(C(=NN1)C1=C(C=C(C=C1)F)O)C)=O 6-[[(3R)-1-Ethyl-3-piperidyl]amino]-3-(4-fluoro-2-hydroxyphenyl)-4-methyl-1,2,4-triazin-5-on